(1R,2S,3S,6R,7S)-N-[(1S)-1-cyano-2-[(3S)-2-oxopyrrolidin-3-yl]ethyl]-4-[(2S)-3,3-dimethyl-2-(pyridin-2-ylformamido)butanoyl]-4-azatricyclo[5.2.1.0^{2,6}]dec-8-ene-3-carboxamide C(#N)[C@H](C[C@H]1C(NCC1)=O)NC(=O)[C@@H]1[C@H]2[C@H]3C=C[C@@H]([C@H]2CN1C([C@H](C(C)(C)C)NC(=O)C1=NC=CC=C1)=O)C3